OCCN1CCN(CC1)C(C)S(=O)(=O)O 4-hydroxyethyl-piperazinyl-ethanesulfonic acid